FC1=C(C=C(C=C1)F)C(CC#C[Si](C)(C)C)N1N=C2C=C(C=CC2=C1)I 2-(1-(2,5-Difluorophenyl)-4-(trimethylsilyl)but-3-yn-1-yl)-6-iodo-2H-indazole